3-(6-fluoro-1H-benzoimidazol-2-yl)-4-nitro-1H-indazole FC=1C=CC2=C(NC(=N2)C2=NNC3=CC=CC(=C23)[N+](=O)[O-])C1